trans-N-butyl-4-[(2,6-dichloro-4-pyridinyl)-difluoro-methyl]cyclohexanecarboxamide C(CCC)NC(=O)[C@@H]1CC[C@H](CC1)C(F)(F)C1=CC(=NC(=C1)Cl)Cl